3-acetyl-2-benzoylcyclopropane C(C)(=O)C1C(C1)C(C1=CC=CC=C1)=O